N1(CCOCC1)P(=O)(N1CCOCC1)Cl Dimorpholinylphosphinyl chloride